2,5-dioxopyrrolidin-1-yl (S)-37-(2-(4-(2,5-dioxo-2,5-dihydro-1H-pyrrol-1-yl) butanamido) acetamido)-31,38-dioxo-2,5,8,11,14,17,20,23,26,29-decaoxa-32,39-diazatritetracontan-43-oate O=C1N(C(C=C1)=O)CCCC(=O)NCC(=O)N[C@@H](CCCCNC(COCCOCCOCCOCCOCCOCCOCCOCCOCCOC)=O)C(NCCCC(=O)ON1C(CCC1=O)=O)=O